(s)-5-(((2-((7-fluoro-4-methyl-3-oxo-3,4-dihydropyrido[2,3-b]pyrazin-6-yl)oxy)ethyl)amino)methyl)-3-(3-oxo-3,4-dihydro-2H-pyrazino[2,3-b][1,4]thiazin-6-yl)oxazolidin-2-one FC1=CC2=C(N(C(C=N2)=O)C)N=C1OCCNC[C@H]1CN(C(O1)=O)C1=NC2=C(SCC(N2)=O)N=C1